FC1(CCN(CC1)C1=CC(=CC(=N1)C1=C(C(=O)N)C=CC=C1)C)F 6-(4,4-difluoro-1-piperidinyl)-4-methyl-2-pyridinyl(benzamide)